FC=1C=C(C#N)C=C(C1N1N=C2C(=CC1=O)NN=C2C=2C=NC(=CC2)N2CCN(CC2)C)C 3-fluoro-5-methyl-4-(3-(6-(4-methylpiperazin-1-yl)pyrid-3-yl)-6-oxo-1H-pyrazolo[4,3-c]pyridazin-5(6H)-yl)benzonitrile